(methylcyclopentadienyl)-trimethyl-platinum(IV) CC1(C=CC=C1)[Pt](C)(C)C